O1CCOC12CC(NCC2)C(=O)O 1,4-dioxa-8-azaspiro[4.5]decane-7-carboxylic acid